triisobutoxytitanium bromide [Br-].C(C(C)C)O[Ti+](OCC(C)C)OCC(C)C